C(C)(C)(C)OC(=O)N[C@](C(=O)O)(COC)C (S)-2-((tert-butoxycarbonyl)amino)-3-methoxy-2-methylpropanoic acid